O1N=C(C2=C1C=CC=C2)C2=C(C=CC=C2)[C@H](CC2=C(C(=CC(=N2)C(=O)OCC)[Si](C)(C)C)F)N[S@@](=O)C(C)(C)C ethyl 6-{(S)-2-[2-(benzo[d]isoxazol-3-yl)phenyl]-2-[((S)-tert-butylsulfinyl)amino]ethyl}-5-fluoro-4-(trimethylsilyl)pyridine-2-carboxylate